C(C)(C)(C)OC(=O)N1CC=C(CC1)C1=C(C(=CC=C1)F)Cl 4-(2-chloro-3-fluorophenyl)-5,6-dihydropyridine-1(2H)-carboxylic acid tert-butyl ester